tertbutyl (4S)-4-carbamoyl-4-(4-{2-[(1R,3S)-5-(3-methoxy-4-nitrobenzoyl)-5-azaspiro[2.5]octan-1-yl]ethynyl}-1-oxo-3H-isoindol-2-yl)butanoate C(N)(=O)[C@H](CCC(=O)OC(C)(C)C)N1C(C2=CC=CC(=C2C1)C#C[C@H]1C[C@]12CN(CCC2)C(C2=CC(=C(C=C2)[N+](=O)[O-])OC)=O)=O